C1(=CC=CC2=CC=CC=C12)S(=O)(=O)C1C(N(C[C@@H]1CCC)C(C(=O)N)CC)=O 2-((4S)-3-(naphthalen-1-ylsulfonyl)-2-oxo-4-propylpyrrolidin-1-yl)butyramide